S1C(=NC2=C1C=CC=C2)SCl benzothiazole-2-sulfenyl chloride